(R and S)-1-methyl-4-((R and S)-1-(((R)-((R)-7-(1-methyl-1H-pyrazol-4-yl)-1,2,3,4-tetrahydropyrido[2,3-b]pyrazin-3-yl)(phenyl)methyl)amino)propan-2-yl)piperidin-2-one CN1C(C[C@@H](CC1)[C@H](CN[C@H](C1=CC=CC=C1)[C@H]1CNC2=C(N1)N=CC(=C2)C=2C=NN(C2)C)C)=O |&1:4,7|